(R)-8-methyl-3-trifluoromethyl-5,6,7,8-tetrahydroimidazo[1,5-a]pyrazine C[C@@H]1C=2N(CCN1)C(=NC2)C(F)(F)F